3,5-dichloro-4-(trifluoromethyl)aniline hydrochloride Cl.ClC=1C=C(N)C=C(C1C(F)(F)F)Cl